9,9'-((5-(2,6-diphenylpyrimidin-4-yl)-1,3-phenylene)bis(9H-carbazole-9,3-diyl))bis(9H-pyrido[2,3-b]indole) C1(=CC=CC=C1)C1=NC(=CC(=N1)C=1C=C(C=C(C1)N1C2=CC=CC=C2C=2C=C(C=CC12)N1C2=C(C3=CC=CC=C13)C=CC=N2)N2C1=CC=CC=C1C=1C=C(C=CC21)N2C1=C(C3=CC=CC=C23)C=CC=N1)C1=CC=CC=C1